N[C@@H](C(=O)O)CC.C(C)C1(C(OC1)C)CCC[Si](OC)(OC)C |r| 3-ethyl-3-[3'-(methyldimethoxysilyl)propyl]Methyloxetane (R/S)-2-aminobutyrate